10,10-dimethyl-9-oxo-4-(pyridin-2-yl)-1-oxa-4-azaspiro[5.5]undec-7-ene-8-carbonitrile CC1(C(C(=CC2(CN(CCO2)C2=NC=CC=C2)C1)C#N)=O)C